NC1=CC=C(C(=N1)C1CCC=2C(=NC=NC2C1)N1CCN(CC1)C(C=C)=O)C(F)(F)F 1-(4-(7-(6-amino-3-(trifluoromethyl)pyridin-2-yl)-5,6,7,8-tetrahydroquinazolin-4-yl)piperazin-1-yl)prop-2-en-1-one